1-[2-[4-[(3S)-3-(5-fluoro-6-methylpyridin-3-yl)-1,2-oxazolidine-2-carbonyl]piperidin-1-yl]pyrimidin-4-yl]-3,3-dimethylpyrrolidin-2-one FC=1C=C(C=NC1C)[C@H]1N(OCC1)C(=O)C1CCN(CC1)C1=NC=CC(=N1)N1C(C(CC1)(C)C)=O